Methyl-p-nitrobenzenesulfonate (Methyl 4-nitrobenzenesulfonate) CC1=C(C=CC(=C1)[N+](=O)[O-])S(=O)(=O)O.COS(=O)(=O)C1=CC=C(C=C1)[N+](=O)[O-]